2-(4-chloro-2-(trifluoromethyl)benzyl)-1-(2-(difluoromethoxy)ethyl)-N-(4-(ethylsulfonyl)benzyl)-1H-indole-5-carboxamide ClC1=CC(=C(CC=2N(C3=CC=C(C=C3C2)C(=O)NCC2=CC=C(C=C2)S(=O)(=O)CC)CCOC(F)F)C=C1)C(F)(F)F